N-ethylpiperidine-3-carboxamide TFA salt OC(=O)C(F)(F)F.C(C)NC(=O)C1CNCCC1